tert-butyl (4-(4,4-difluoropiperidin-1-yl)-6-((diphenylmethylene)amino)-5-fluorobenzo[d]thiazol-2-yl)carbamate FC1(CCN(CC1)C1=C(C(=CC2=C1N=C(S2)NC(OC(C)(C)C)=O)N=C(C2=CC=CC=C2)C2=CC=CC=C2)F)F